copper (II) bromide [Cu](Br)Br